n-ethoxy-4-((3-(5-fluoropyrimidin-2-yl)-2-methoxyphenyl)amino)-6-((2-methylpyrimidin-4-yl)amino)nicotinamide bicyclo[2.2.1]heptane-2,5-diyl-diacrylate C12C(CC(C(C1)C=CC(=O)O)C2)C=CC(=O)O.C(C)ONC(C2=CN=C(C=C2NC2=C(C(=CC=C2)C2=NC=C(C=N2)F)OC)NC2=NC(=NC=C2)C)=O